C1(=CC=CC=C1)C1=C(C(=NN=N1)C=1C(=C(C=CC1)C1=CC=CC=C1)C1=C(C=CC=2OC3=C(C21)C=CC=C3)C3=NC=CC=C3)C3=CC=CC=C3 (diphenyltriazinyl)[(pyridinyl)dibenzofuranyl]biphenyl